OC(C)C=1N(C=CN1)CC1=NOC(=C1)C1=C(C=NC=C1)C#CC1CN(C1)O 3-((4-(3-((2-(1-hydroxyethyl)-1H-imidazol-1-yl)methyl)isoxazol-5-yl)pyridin-3-yl)ethynyl)azetidin-1-ol